6-fluoro-4-carbonyl-3,4-dihydro-quinoline-1-carboxylic acid tert-butyl ester C(C)(C)(C)OC(=O)N1CCC(C2=CC(=CC=C12)F)=C=O